CN1N=CC(=C1)NC1=NC=CC(=N1)N1C[C@H]2CC[C@@H](C1)N2C(=O)NC2=NC=C(C=C2)C(F)(F)F (1R,5S)-3-{2-[(1-methyl-1H-pyrazol-4-yl)amino]pyrimidin-4-yl}-N-[5-(trifluoromethyl)pyridin-2-yl]-3,8-diazabicyclo[3.2.1]octane-8-carboxamide